L-3,4-dihydrophenylalanine N[C@@H](CC1=CCCC=C1)C(=O)O